(S)-4-ethoxy-N-(8-fluoro-2-methylimidazo[1,2-a]pyridin-6-yl)-2-(3-methylpiperazin-1-yl)pyrimidine-5-carboxamide C(C)OC1=NC(=NC=C1C(=O)NC=1C=C(C=2N(C1)C=C(N2)C)F)N2C[C@@H](NCC2)C